ClC1=CC=C(C=C1)NC1=CC(=NC(=N1)S(=O)(=O)C)N1CCN(CC1)C(=O)OC(C)(C)C tert-butyl 4-(6-(4-chlorophenylamino)-2-(methylsulfonyl)pyrimidin-4-yl)piperazine-1-carboxylate